2-(3'-sec.-butyl-5'-tert.-butyl-2'-hydroxyphenyl)benzotriazole C(C)(CC)C=1C(=C(C=C(C1)C(C)(C)C)N1N=C2C(=N1)C=CC=C2)O